8-benzyl-6-oxo-2,7-diazaspiro[4.4]nonane-2-carbonitrile C(C1=CC=CC=C1)C1NC(C2(CCN(C2)C#N)C1)=O